4-(2-((4-isopropylpiperazin-1-yl)methyl)-3-methyl-5-(3-(m-tolyl)-1H-pyrazol-1-yl)-3H-imidazo[4,5-b]pyridin-7-yl)morpholine C(C)(C)N1CCN(CC1)CC1=NC=2C(=NC(=CC2N2CCOCC2)N2N=C(C=C2)C=2C=C(C=CC2)C)N1C